6-(2-chlorophenyl)-2-({3-chloro-4-[2-(propan-2-ylamino)ethoxy]phenyl}amino)imidazo[1,2-a]pyrimido[5,4-e]pyrimidin-5(6H)-one ClC1=C(C=CC=C1)N1C=2N(C3=C(C1=O)C=NC(=N3)NC3=CC(=C(C=C3)OCCNC(C)C)Cl)C=CN2